4-bromo-3-(3-chloropropyl)-7-fluoro-2-methyl-indazole BrC=1C2=C(N(N=C2C(=CC1)F)C)CCCCl